(R)-2-amino-3-[(7-cyclopropylthieno[3,2-b]pyridine-2-carbonyl)amino]propionic acid N[C@@H](C(=O)O)CNC(=O)C1=CC2=NC=CC(=C2S1)C1CC1